O=C1NC(C2=C(N1)OC(=N2)CN2CCN(CC2)C=2C=CC(=NC2)C(=O)NC)=O 5-(4-((5,7-dioxo-4,5,6,7-tetrahydrooxazolo[5,4-d]pyrimidin-2-yl)methyl)piperazin-1-yl)-N-methylpicolinamide